(4S)-1-(1-(2-aminothiazol-5-yl)-3-methoxypropyl)-4-(trifluoromethyl)imidazolidin-2-one hydrochloride Cl.NC=1SC(=CN1)C(CCOC)N1C(N[C@@H](C1)C(F)(F)F)=O